4-(2-(difluoromethoxy)-6-fluorophenyl)-N-(5-((5-formylpyrazin-2-yl)methoxy)-1,3,4-thiadiazol-2-yl)-6-methylpyridine-3-carboxamide FC(OC1=C(C(=CC=C1)F)C1=C(C=NC(=C1)C)C(=O)NC=1SC(=NN1)OCC1=NC=C(N=C1)C=O)F